O=C1NC(CCC1N1C(C2=CC=CC(=C2C1=O)C=C1CCN(CC1)C(=O)OC(C)(C)C)=O)=O tert-butyl 4-[[2-(2,6-dioxopiperidin-3-yl)-1,3-dioxoisoindol-4-yl]methylidene]piperidine-1-carboxylate